FC1=C(C=CC=C1CC1N(CC2(CC2)C1NS(=O)(=O)C)C(=O)C1CC(C1)F)C1=CC=CC=C1 N-(6-((2-fluoro-[1,1'-biphenyl]-3-yl)methyl)-5-((1s,3s)-3-fluorocyclobutane-1-carbonyl)-5-azaspiro[2.4]heptan-7-yl)methanesulfonamide